CO[Si](CCCCCCNCCCCCC[Si](OC)(OC)OC)(OC)OC bis[(3-trimethoxysilylpropyl)propyl]amine